holmium calcium magnesium zirconium [Zr].[Mg].[Ca].[Ho]